(10Z,13Z)-18-methyloxacyclooctadeca-10,13-dien-2-one CC1CCC\C=C/C\C=C/CCCCCCCC(O1)=O